C1=CC=NC(=C1)C2=CC=CC=N2 α,α'-bipyridine